1-methyl-3-((trimethylsilyl)ethynyl)-1H-1,2,4-triazole CN1N=C(N=C1)C#C[Si](C)(C)C